ClC1=CC2=C(N=CN=C2N2CC(C2)(C)NC(OC(C)(C)C)=O)N1COCC[Si](C)(C)C tert-butyl (1-(6-chloro-7-((2-(trimethylsilyl)ethoxy)methyl)-7H-pyrrolo[2,3-d]pyrimidin-4-yl)-3-methylazetidin-3-yl)carbamate